C(C#C)CCCC1=C(C=CC=C1)P(O)(O)=O.C1(=CC=CC=C1)P(OCC#C)(O)=O propargyl phenylphosphonate (propargyl propyl phenylphosphonate)